7-(6-(((R)-1-phenylethyl)amino)-6,7,8,9-tetrahydrodibenzo[b,d]furan-2-yl)-2,3,4,5-tetrahydro-1H-benzo[c]azepin-1-one C1(=CC=CC=C1)[C@@H](C)NC1CCCC=2C3=C(OC21)C=CC(=C3)C3=CC2=C(C(NCCC2)=O)C=C3